[N+](=O)([O-])C=1N=CN(C1)C1=CC(=C(C(=C1)OC)OC)OC 4-nitro-1-(3,4,5-trimethoxyphenyl)-1H-imidazole